N[N-]O amino-hydroxyamide